BrC=1C=C(C=CC1)C1=NN(C(=N1)C(=O)N[C@@H](C)C1CC1)COCC[Si](C)(C)C (S)-3-(3-bromophenyl)-N-(1-cyclopropylethyl)-1-((2-(trimethylsilyl)ethoxy)methyl)-1H-1,2,4-triazole-5-carboxamide